N-(3,5-difluoro-4-{[1-(4-methylbenzene-1-sulfonyl)-3-(propan-2-yl)-1H-pyrrolo[2,3-b]pyridin-4-yl]oxy}phenyl)-N'-[(3-fluorooxetan-3-yl)methyl]urea FC=1C=C(C=C(C1OC1=C2C(=NC=C1)N(C=C2C(C)C)S(=O)(=O)C2=CC=C(C=C2)C)F)NC(=O)NCC2(COC2)F